FC(S(=O)(=O)OC1=CC=2OC=3C4=C(C=CC3C3(OC(C5=CC=CC=C35)=O)C2C=C1)C=CC=C4)(F)F 3'-oxo-3'H-spiro[benzo[c]xanthene-7,1'-isobenzofuran]-10-yl trifluoromethanesulfonate